(2R,3S)-2-((E)-3-(5,6-difluoro-1H-benzo[d]imidazol-1-yl)prop-1-enyl)piperidin-3-ol FC1=CC2=C(N(C=N2)C/C=C/[C@H]2NCCC[C@@H]2O)C=C1F